C(#N)N1C[C@@H](CC1)NC(=O)C=1C=C2CCN(C2=CC1)C1=NC=CC(=N1)C1CC1 (R)-N-(1-cyanopyrrolidin-3-yl)-1-(4-cyclopropylpyrimidin-2-yl)indoline-5-carboxamide